2-(3-{[(3S,4S)-3-fluoro-2,2,6,6-tetramethylpiperidin-4-yl]amino}-1,2,4-triazin-6-yl)-5-[1-(2H3)methyl-1H-pyrazol-4-yl]phenol hydrochloride Cl.F[C@@H]1C(NC(C[C@@H]1NC=1N=NC(=CN1)C1=C(C=C(C=C1)C=1C=NN(C1)C([2H])([2H])[2H])O)(C)C)(C)C